N,N',N''-((1,4,7,10-Tetraazacyclododecane-1,4,7-triyl)tris(ethane-2,1-diyl))tris(1-hydroxy-6-oxo-1,6-dihydropyridine-2-carboxamide) N1(CCN(CCN(CCNCC1)CCNC(=O)C=1N(C(C=CC1)=O)O)CCNC(=O)C=1N(C(C=CC1)=O)O)CCNC(=O)C=1N(C(C=CC1)=O)O